C(C)S(=O)(=O)NC1=C(C=C(C=C1)C1=NNC(=C1C(=O)N)NC1=NC(=CC=C1)OC(F)(F)F)OCC1=CC=C(C=C1)F 3-(4-(ethylsulfonamido)-3-((4-fluorobenzyl)oxy)phenyl)-5-((6-(trifluoromethoxy)pyridine-2-yl)amino)-1H-pyrazole-4-carboxamide